COCC1=CC(=NN1C1=CC=C(C=C1)OC(F)(F)F)N1CCN(CC1)CCN1CCOCC1 4-[2-[4-[5-(methoxymethyl)-1-[4-(trifluoromethoxy)phenyl]pyrazol-3-yl]piperazin-1-yl]ethyl]morpholine